ClC1=CC(=C(C=C1)[C@@]1(OC2=C(O1)C=CC=C2C2CCN(CC2)CC=2N(C(=CN2)/C=C/C(=O)OCC)CC(C)OC)C)F Ethyl (E)-3-(2-((4-((S)-2-(4-chloro-2-fluorophenyl)-2-methylbenzo[d][1,3]dioxol-4-yl)piperidin-1-yl)methyl)-1-(2-methoxypropyl)-1H-imidazol-5-yl)acrylate